rubidium methylnaphthalenedisulfonate Chlorine chloride ClCl.COS(=O)(=O)C=1C(=CC=C2C=CC=CC12)S(=O)(=O)[O-].[Rb+]